6-Chloro-3-[(1R)-1-[2-(5-fluoro-3-pyridyl)-3,6-dimethyl-4-oxo-chromen-8-yl]ethoxy]pyridine-2-carboxamide ClC1=CC=C(C(=N1)C(=O)N)O[C@H](C)C=1C=C(C=C2C(C(=C(OC12)C=1C=NC=C(C1)F)C)=O)C